2-(4-bromophenyl)-3-(1,3-dioxoisoindol-2-yl)propionic acid BrC1=CC=C(C=C1)C(C(=O)O)CN1C(C2=CC=CC=C2C1=O)=O